C(C=C)(=O)O.C(C=C)(=O)O.C(C=C)(=O)O.C(C)OCCC(CO)(CO)CO 3-(ethoxy)trimethylolpropane triacrylate